The molecule is a flavonoid oxoanion that is the conjugate base of scutellarein, obtained by selective deprotonation of the 7-hydroxy group. It is the major microspecies at pH 7.3 (according to Marvin v 6.2.0.). It is a conjugate base of a scutellarein. C1=CC(=CC=C1C2=CC(=O)C3=C(O2)C=C(C(=C3[O-])O)O)O